FC=1C=C(C(=NC1)OC)[C@@H]1N(CCC1)C1=NC=2N(C=C1)N=CC2C(O)C=2N(C=CN2)C (5-((R)-2-(5-fluoro-2-methoxypyridin-3-yl)pyrrolidin-1-yl)pyrazolo[1,5-a]pyrimidin-3-yl)(1-methyl-1H-imidazol-2-yl)methanol